OP(=O)=CC(=O)O 2-HydroxyPhosphoryl-Acetic Acid